C(C)(C)(C)OC(=O)C1=CN(C=C1)C(C(=O)OC)(C)C 1-(1-methoxy-2-methyl-1-oxopropan-2-yl)-1H-pyrrole-3-carboxylic acid tert-butyl ester